(4-amino-5-iodo-7H-pyrrolo[2,3-d]pyrimidin-7-yl)cyclohexan-1-one NC=1C2=C(N=CN1)N(C=C2I)C2C(CCCC2)=O